FC=1C=C(CNCCCCOCCOC2=NC=3C=C(C=CC3C3=C2N=C(N=C3)NC)C(=O)O)C=C(C1OC(F)(F)F)F 5-(2-(4-((3,5-Difluoro-4-(trifluoromethoxy)benzyl)amino)butoxy)ethoxy)-3-(methylamino)pyrimido[4,5-c]quinoline-8-carboxylic acid